3-(hydroxymethyl)oxirane-2-carboxylate OCC1C(O1)C(=O)[O-]